CC(C(=O)OC(CN1CCC(CC1)NC1=C2C=C(N(C2=CC=C1)CC(F)(F)F)C#CCNC1=C(C=C(C=C1)S(N)(=O)=O)OC)COC(C(C)C)=O)C 1-{4-[(2-{3-[(2-methoxy-4-sulfamoylphenyl) amino]prop-1-yn-1-yl}-1-(2,2,2-trifluoroethyl)-1H-indol-4-yl)amino] piperidin-1-yl}-3-[(2-methylpropanoyl) oxy]propan-2-yl 2-methylpropanoate